NC=1C2=C(N=CN1)N(C(=C2C(=O)NC2=CC=C(C=C2)COC)C#CC=2SC=CC2)C2(CC2)C 4-amino-N-(4-(methoxymethyl)phenyl)-7-(1-methylcyclopropyl)-6-(thiophen-2-ylethynyl)-7H-pyrrolo[2,3-d]pyrimidine-5-carboxamide